(3R)-3-hydroxytetrahydrofuran O[C@H]1COCC1